C1(=CC=CC=C1)N1N=CC(=C1)C(=O)N 1-phenyl-1H-pyrazole-4-carboxamide